C[C@H]1N(C[C@@H]([C@H]([C@@H]1O)O)O)CCCC=1SC=CC1 (2R,3R,4R,5S)-2-methyl-1-(3-(thiophen-2-yl)propyl)piperidine-3,4,5-triol